C1N(C[C@H]2[C@@H]1CCC2)S(=O)(=O)NC(=O)C2=CC=C(C(=O)O)C=C2 4-((((3aR,6aS)-hexahydrocyclopenta[c]pyrrol-2(1H)-yl)sulfonyl)carbamoyl)benzoic acid